5-((S)-2-((1r,4S)-4-(((tert-butyldimethylsilyl)oxy)methyl)cyclohexane-1-carbonyl)isoxazolidin-3-yl)nicotinonitrile [Si](C)(C)(C(C)(C)C)OCC1CCC(CC1)C(=O)N1OCC[C@H]1C=1C=NC=C(C#N)C1